(2-((R)-4-Cyanothiazolidin-3-yl)-2-oxoethyl)-6-((RS)-tetrahydro-2H-pyran-2-yl)quinoline-4-carboxamide C(#N)[C@H]1N(CSC1)C(CC1=NC2=CC=C(C=C2C(=C1)C(=O)N)[C@@H]1OCCCC1)=O |&1:22|